cyanopyridin-4-yl carbamimidothioate hydrochloride Cl.C(N)(=N)SC1=CC(=NC=C1)C#N